FC1=C(C(=CC(=C1)OC(C)C)F)C1=NC(=NO1)N1CCCC2=CC(=CC=C12)C=O (5-(2,6-difluoro-4-isopropoxyphenyl)-1,2,4-oxadiazol-3-yl)-1,2,3,4-tetrahydroquinoline-6-carbaldehyde